methoxythiazol COC=1SC=CN1